(2R,4R)-1-cyano-N-[2-[(4,4-difluorocyclohexyl)amino]-1-(2-fluoro-3-pyridyl)-2-oxo-ethyl]-4-hydroxy-4-methyl-N-[4-(pentafluoro-λ6-sulfanyl)phenyl]pyrrolidine-2-carboxamide C(#N)N1[C@H](C[C@@](C1)(C)O)C(=O)N(C1=CC=C(C=C1)S(F)(F)(F)(F)F)C(C(=O)NC1CCC(CC1)(F)F)C=1C(=NC=CC1)F